1-[Bis-(2-hydroxyethyl)-amino]-2-propanol OCCN(CC(C)O)CCO